C\C(=C/CCOC1=C(C(=C(C(=O)OC)C(=C1)C)O)C)\CCC=C(C)C methyl (E)-4-((4,8-dimethylnona-3,7-dien-1-yl)oxy)-2-hydroxy-3,6-dimethylbenzoate